ClC=1C=C2C=NN(C2=C(C1)C(=O)OC)CC1=NC=C(N=C1)C1=CC(=NC=C1)OC methyl 5-chloro-1-((5-(2-methoxypyridin-4-yl) pyrazin-2-yl) methyl)-1H-indazole-7-carboxylate